(4-(isopropylamino)piperidin-1-yl)methanone C(C)(C)NC1CCN(CC1)C=O